5-chloro-1'-{2-[(6-methanesulfonyl-5-methylpyridin-3-yl)oxy]ethyl}-1,2-dihydrospiro[indole-3,4'-piperidin]-2-one ClC=1C=C2C(=CC1)NC(C21CCN(CC1)CCOC=1C=NC(=C(C1)C)S(=O)(=O)C)=O